4-[(4-fluorophenyl)methyl]-3-[(4-phenylpiperazin-1-yl)methyl]-4,5-dihydro-1,2,4-oxadiazol-5-one FC1=CC=C(C=C1)CN1C(=NOC1=O)CN1CCN(CC1)C1=CC=CC=C1